2-fluoro-3-iodo-6-(trifluoromethyl)pyridine FC1=NC(=CC=C1I)C(F)(F)F